O1CCOC12CN(CCC2)C(=O)C2=CC=C1N=CC(=NC1=C2)C=2C=C1C=CN(C(C1=CC2)=O)C 6-(7-(1,4-dioxa-7-azaspiro[4.5]decan-7-ylcarbonyl)-2-quinoxalinyl)-2-methyl-1(2H)-isoquinolinone